3-(1-acetyl-3,6-dihydro-2H-pyridin-4-yl)-1,8-dimethyl-5-[[rac-(1R)-1-[3-(trifluoromethyl)phenyl]ethyl]amino]pyrido[2,3-d]pyridazin-2-one (Z)-ICOs-15-en-1-yl-acetate C(CCCCCCCCCCCCC\C=C/CCCC)CC(=O)O.C(C)(=O)N1CCC(=CC1)C1=CC=2C(=C(N=NC2N[C@H](C)C2=CC(=CC=C2)C(F)(F)F)C)N(C1=O)C |r|